C(C)OC1CN(C1)C1=CC2=C(C=C(O2)C(=O)OC)C=C1 Methyl 6-(3-ethoxyazetidin-1-yl)-1-benzofuran-2-carboxylate